3-(1,4-diazabicyclo[3.2.2]nonan-4-yl)dibenzo[b,d]thiophene 5,5-dioxide N12CCN(C(CC1)CC2)C=2C=CC1=C(S(C3=C1C=CC=C3)(=O)=O)C2